4-(chloromethyl)-5-cyclopropyl-3-(2,6-dichlorophenyl)isoxazole ClCC=1C(=NOC1C1CC1)C1=C(C=CC=C1Cl)Cl